3-(3,5-Dimethoxyphenyl)-1-methyl-7-(methylthio)-3,4-dihydropyrimido[4,5-d]pyrimidin-2(1H)-one COC=1C=C(C=C(C1)OC)N1C(N(C2=NC(=NC=C2C1)SC)C)=O